3-(5-(((R)-3-(4-amino-3-(4-phenoxyphenyl)-1H-pyrazolo[3,4-d]pyrimidin-1-yl)piperidine-1-yl)methyl)-1-oxoisoindolin-2-yl)piperidine-2,6-dione NC1=C2C(=NC=N1)N(N=C2C2=CC=C(C=C2)OC2=CC=CC=C2)[C@H]2CN(CCC2)CC=2C=C1CN(C(C1=CC2)=O)C2C(NC(CC2)=O)=O